(4-(5-(4-methoxyphenyl)isoxazol-3-yl)phenyl)-4-methylbenzenesulfonamide COC1=CC=C(C=C1)C1=CC(=NO1)C1=CC=C(C=C1)C1=C(C=CC(=C1)C)S(=O)(=O)N